C(C)(C)(C)C=1C=C(C=CC1)C=1OC2=C(C1)C=CC=C2 2-(3-tert-butylphenyl)-1-benzofuran